Pentaerythritol tetrakis(3-(3,5-ditert-butyl-4-hydroxyphenyl)propionate) C(C)(C)(C)C=1C=C(C=C(C1O)C(C)(C)C)CCC(=O)OCC(COC(CCC1=CC(=C(C(=C1)C(C)(C)C)O)C(C)(C)C)=O)(COC(CCC1=CC(=C(C(=C1)C(C)(C)C)O)C(C)(C)C)=O)COC(CCC1=CC(=C(C(=C1)C(C)(C)C)O)C(C)(C)C)=O